N-(4-((2-amino-5-chloropyridin-3-yl)oxy)phenyl)-4-cyano-benzamide NC1=NC=C(C=C1OC1=CC=C(C=C1)NC(C1=CC=C(C=C1)C#N)=O)Cl